(R or S)-2-((2-((2-(4-hydroxy-2-oxopiperidin-1-yl)ethyl)amino)-2-oxoethyl)thio)acetic Acid O[C@H]1CC(N(CC1)CCNC(CSCC(=O)O)=O)=O |o1:1|